2,3-diamino-propionamide NC(C(=O)N)CN